FC=1C=C(COC2=C(C=C(C=C2)/C=C/C(=O)NC2(CCCC2)C(=O)O)OC)C=CC1F (E)-1-(3-(4-((3,4-difluorobenzyl)oxy)-3-methoxyphenyl)acrylamido)cyclopentane-1-carboxylic acid